C(C)(C)(C)[Si](OCC=1C(=NC(=NC1C)CO)OC)(C1=CC=CC=C1)C1=CC=CC=C1 (5-(((tert-butyldiphenyl-silyl)oxy)methyl)-4-methoxy-6-methylpyrimidin-2-yl)methanol